BrCC1(OCC1)CBr 2,2-bis(bromomethyl)oxetane